(2R)-2-Amino-3-hydroxypropoxyl-2-[[2-[2-oxo-3-(3-oxo-4H-pyrido[3,2-b][1,4]oxazin-6-yl)-1,3-oxazolidin-5-yl]ethylamino]methyl]-2,3-dihydro-1H-indene-4-carbonitrile NC(COC1[C@H](CC=2C(=CC=CC12)C#N)CNCCC1CN(C(O1)=O)C=1C=CC=2OCC(NC2N1)=O)CO